diphthalic acid dihydrazide C(C=1C(C(=O)NN)=CC=CC1)(=O)NN.C(C=1C(C(=O)NN)=CC=CC1)(=O)NN